C1(CCC1)C[C@@H](C(=O)O)NC(=O)C1=NC=CN=C1 (S)-3-cyclobutyl-2-(pyrazine-2-carboxamido)propanoic acid